C1(=CC=CC=C1)S(=O)(=O)NN(C(=O)[C@@H]1C=C2C=3C=CC=C4NC=C(C[C@H]2[NH+](C1)C)C34)C (4R,6R,7R)-4-[N'-(benzenesulfonyl)-N-methylhydrazinecarbonyl]-6-methyl-6,11-diazatetracyclo[7.6.1.02,7.012,16]hexadeca-1(16),2,9,12,14-pentaen-6-ium